N1C=NC2=C1C=CC(=C2)N2C(N(CC2C2=CC=C(C=C2)OCCC)CC2=CC1=CC=CC=C1C=C2)=O 3-(1H-Benzo[d]imidazol-5-yl)-1-((naphthalen-2-yl)methyl)-4-(4-propoxyphenyl)imidazolidin-2-on